6-chloro-4-fluoro-1H-indazole ClC1=CC(=C2C=NNC2=C1)F